CC1=C(C=CC=C1)C1=CC=C(C(=O)O)C=C1 4-(methylphenyl)benzoic acid